CSC=1N=C(C=2N=CN([C@H]3[C@H](O)[C@H](O)[C@@H](CO)O3)C2N1)NC(CC(=C)C)O 2-methylsulfanyl-(N6-(cis-hydroxyisopentenyl)adenosine)